CC1(CCCCC1)C dimethylcyclohexane